C(C)(C)(C)C1=CC(=C(N)C(=C1)I)I 4-(tert-butyl)-2,6-diiodoaniline